methyl (2R,4S)-2-ethynyl-4-fluoropyrrolidine-1-carboxylate C(#C)[C@@H]1N(C[C@H](C1)F)C(=O)OC